N-[(3S)-5-Methyl-4-oxo-2,3-dihydro-1,5-benzoxazepin-3-yl]-1-(2,2,2-trifluoroethyl)pyrazolo[4,3-c]pyridin-6-carboxamid CN1C([C@H](COC2=C1C=CC=C2)NC(=O)C2=CC1=C(C=N2)C=NN1CC(F)(F)F)=O